[3-(1-methyl-1H-benzimidazol-2-yl)-4-chlorophenyl]-4-[(4-hydroxypiperidin-1-yl)sulfonyl]-2-chlorobenzamide CN1C(=NC2=C1C=CC=C2)C=2C=C(C=CC2Cl)C=2C(=C(C(=O)N)C=CC2S(=O)(=O)N2CCC(CC2)O)Cl